N-benzyl-3-oxo-4-(4-(trifluoromethyl)phenyl)-3,4-dihydroquinoxaline-2-carboxamide C(C1=CC=CC=C1)NC(=O)C1=NC2=CC=CC=C2N(C1=O)C1=CC=C(C=C1)C(F)(F)F